FC1=C(OC2=C(C=C(C=C2)N2C(NC(C2=O)(C)C)=O)C2=CN(C=3C(NC=CC32)=O)C)C=CC(=C1)F 3-(4-(2,4-difluorophenoxy)-3-(1-methyl-7-oxo-6,7-dihydro-1H-pyrrolo[2,3-c]pyridin-3-yl)phenyl)-5,5-dimethylimidazolidine-2,4-dione